COC1=NC(=CC(=N1)C1=CC=C(C=C1)N1CCN(CC1)C(=O)OC(C)(C)C)OC tert-butyl 4-(4-(2,6-dimethoxypyrimidin-4-yl)phenyl)piperazine-1-carboxylate